F[C@@H](C(=O)OCC)ON1[C@@H]2C=C([C@H](N(C1=O)C2)CNC(C(F)(F)F)=O)C ethyl (2S)-2-fluoro-2-[[(2S,5R)-3-methyl-7-oxo-2-[[(2,2,2-trifluoroacetyl)amino]methyl]-1,6-diazabicyclo[3.2.1]oct-3-en-6-yl]oxy]acetate